3-(3-Chloro-1H-pyrrolo[2,3-b]pyridin-2-yl)-1-propyl-1H-pyrazolo[3,4-d]pyrimidin-4-amine ClC1=C(NC2=NC=CC=C21)C2=NN(C1=NC=NC(=C12)N)CCC